ClC=1C(=C(NC)C=CC1)[N+](=O)[O-] 3-chloro-N-methyl-2-nitroaniline